CN(C(OC(C)(C)C)=O)CC1=NN(C(C1)=O)CCCCC tert-Butyl methyl[(5-oxo-1-pentyl-4,5-dihydro-1H-pyrazol-3-yl)methyl]carbamate